6-methoxy-5-methylpyridin COC1=C(C=CC=N1)C